BrC=1C(=C(C(=O)C2C(N3CCCC3CC2)=O)C=C(C1)C)O 6-(3-bromo-2-hydroxy-5-methylbenzoyl)hexahydroindolizin-5(1H)-one